(S)-N-(7-(3-hydroxy-3-methylbut-1-yn-1-yl)-5-methyl-4-oxo-2,3,4,5-tetrahydrobenzo[b][1,4]oxazepin-3-yl)-4-((6-methylpyridin-3-yl)oxy)picolinamide OC(C#CC1=CC2=C(OC[C@@H](C(N2C)=O)NC(C2=NC=CC(=C2)OC=2C=NC(=CC2)C)=O)C=C1)(C)C